C1(CC1)N(CC[C@@H](C(=O)O)NC(=O)C1(CC(C1)O)C1=CC=CC=C1)CCCCC1=NC=2NCCCC2C=C1 (S)-4-(cyclopropyl(4-(5,6,7,8-tetrahydro-1,8-naphthyridin-2-yl)butyl)amino)-2-(3-hydroxy-1-phenylcyclobutane-1-carboxamido)butanoic acid